ClC=1C=C(C2=C(N(C(C(O2)(C)C)=O)C)C1)C(=O)NC1CN2CCC1CC2 6-chloro-3,4-dihydro-2,2,4-trimethyl-3-oxo-N-(3-quinuclidinyl)-2H-1,4-benzoxazine-8-carboxamide